NC=1C(NC(N(N1)C1=CC(=C(C(=C1)Cl)OC=1C=2CCC2C(NN1)=O)Cl)=O)=O 6-amino-2-(3,5-dichloro-4-((5-oxo-3,4-diazabicyclo[4.2.0]oct-1(6),2-dien-2-yl)oxy)phenyl)-1,2,4-triazine-3,5(2h,4h)-dione